((4-cyanophenoxy)methyl)azetidine-1,3-dicarboxylic acid 1-(tert-butyl) 3-methyl ester COC(=O)C1C(N(C1)C(=O)OC(C)(C)C)COC1=CC=C(C=C1)C#N